NC(C(SC1=NC(=C(C(=C1C#N)CC)C#N)N1CCN(CCC1)C)C1=CC=C(C(=O)N)C=C1)=O 4-(2-amino-1-((3,5-dicyano-4-ethyl-6-(4-methyl-1,4-diazepan-1-yl)pyridin-2-yl)thio)-2-oxoethyl)benzamide